(2S)-2-(benzyloxycarbonylamino)-3-cyclohexyl-propanoic acid C(C1=CC=CC=C1)OC(=O)N[C@H](C(=O)O)CC1CCCCC1